N,N-diisopropyl-1,2-ethylenediamine C(C)(C)N(CCN)C(C)C